(5Z)-5-hexadecen-1-ynyltrimethylsilane C(#CCC\C=C/CCCCCCCCCC)[Si](C)(C)C